O[C@@H]1C[C@H](N(C1)C(=O)[C@H](C(C)(C)C)NC(CNC(OC(C)(C)C)=O)=O)C(NCC1=CC=C(C=C1)C1=C(N=CS1)C)=O tert-butyl N-[2-[[(1S)-1-[(2S,4R)-4-hydroxy-2-[[4-(4-methylthiazol-5-yl)phenyl]methylcarbamoyl]pyrrolidine-1-carbonyl]-2,2-dimethyl-propyl]amino]-2-oxo-ethyl]carbamate